C(C)(C)(C)OC(=O)NCCCNC1=NC2=C(C3=CN=CC=C13)C=CC(=C2)C(=O)OC methyl 5-((3-((tert-butoxycarbonyl)amino)propyl)amino)benzo[c][2,6]naphthyridine-8-carboxylate